N-(5-amino-3-pyridyl)-2-iodobenzamide NC=1C=C(C=NC1)NC(C1=C(C=CC=C1)I)=O